(S)-1-(tert-butoxycarbonyl)-7-(4-fluorobenzyl)-2-(methoxymethyl)-6-methyl-2,3-dihydro-1H-pyrido[2,3-b][1,4]oxazine 5-oxide C(C)(C)(C)OC(=O)N1C=2C(OC[C@@H]1COC)=[N+](C(=C(C2)CC2=CC=C(C=C2)F)C)[O-]